(1s,4s)-4-(8-(2,6-dichloro-4-cyanophenylamino)-2-(4,4-difluorocyclohexylamino)-9H-purin-9-yl)cyclohexanecarboxamide ClC1=C(C(=CC(=C1)C#N)Cl)NC=1N(C2=NC(=NC=C2N1)NC1CCC(CC1)(F)F)C1CCC(CC1)C(=O)N